O1-tert-butyl O3-methyl 3-[2-[[(1S)-1-benzyloxycarbonyl-2-methyl-propyl]amino]ethyl]pyrrolidine-1,3-dicarboxylate C(C1=CC=CC=C1)OC(=O)[C@H](C(C)C)NCCC1(CN(CC1)C(=O)OC(C)(C)C)C(=O)OC